triisopropyl(undec-10-en-1-yloxy)silane C(C)(C)[Si](OCCCCCCCCCC=C)(C(C)C)C(C)C